3-(5-methoxy-3-methyl-2-oxo-4-piperazin-1-yl-benzoimidazol-1-yl)piperidine-2,6-dione COC1=C(C2=C(N(C(N2C)=O)C2C(NC(CC2)=O)=O)C=C1)N1CCNCC1